C(C)(C)(C)OC(=O)N1CC2=CC(=CC=C2CC1)C=1N=NN(C1)CC1=NC=C(C=C1)C(=O)NN 7-(1-((5-(hydrazinocarbonyl)pyridin-2-yl)methyl)-1H-1,2,3-triazol-4-yl)-3,4-dihydroisoquinoline-2(1H)-carboxylic acid tert-butyl ester